C(C)(C)N1CCC(CC1)OC1=C2C(=NC(=N1)C1=CC=C(C=C1)NS(=O)(=O)C1=NC=CC=C1)NN=C2C N-(4-(4-((1-isopropylpiperidin-4-yl)oxy)-3-methyl-1H-pyrazolo[3,4-d]pyrimidin-6-yl)phenyl)pyridine-2-sulfonamide